2-((4-chloro-2-fluorobenzyl)oxy)-3-isopropyl-5,8-dihydro-1,7-naphthyridine-7(6H)-carboxylic acid tert-butyl ester C(C)(C)(C)OC(=O)N1CCC=2C=C(C(=NC2C1)OCC1=C(C=C(C=C1)Cl)F)C(C)C